N-[3-chloro-4-[4-[(3S)-3-(hydroxymethyl)piperazine-1-carbonyl]piperidine-1-carbonyl]phenyl]-5-[4-(cyanomethoxy)-2,3-difluoro-phenyl]-1-methyl-imidazole-2-carboxamide ClC=1C=C(C=CC1C(=O)N1CCC(CC1)C(=O)N1C[C@H](NCC1)CO)NC(=O)C=1N(C(=CN1)C1=C(C(=C(C=C1)OCC#N)F)F)C